2-((4,4-difluoro-1-methylpyrrolidin-2-yl)methoxy)-8-((5-methyl-1H-indazol-4-yl)oxy)-4-(piperazin-1-yl)quinoline-3-carbonitrile FC1(CC(N(C1)C)COC1=NC2=C(C=CC=C2C(=C1C#N)N1CCNCC1)OC1=C2C=NNC2=CC=C1C)F